CN(C)CC1=CC=C2C=C(N=NC2=C1)C1=C(C=C(C=C1C)C(F)(F)F)O 2-(7-((dimethylamino)methyl)cinnolin-3-yl)-3-methyl-5-(trifluoromethyl)phenol